7-isopropoxy-2-((1S,4R)-1-methyl-2-oxabicyclo[2.2.1]heptan-4-yl)-N-(2-oxo-1-((R)-spiro[2.2]pentan-1-yl)-1,2-dihydropyridin-3-yl)imidazo[1,2-a]pyrimidine-6-carboxamide C(C)(C)OC1=NC=2N(C=C1C(=O)NC=1C(N(C=CC1)[C@@H]1CC13CC3)=O)C=C(N2)[C@@]23CO[C@@](CC2)(C3)C